oxalyl-di-pentandiamine C(C(=O)CCCCC(N)N)(=O)CCCCC(N)N